CC1=CC(OC2=CC(=C(C=C12)C)NCC)=O 4,6-di-methyl-7-ethylaminocoumarin